ClC=1C=CC(=C(C1)C1=CC(=CN1)S(=O)(=O)NC1=C(C=C(C(=C1)C)C#N)F)F 5-(5-chloro-2-fluorophenyl)-N-(4-cyano-2-fluoro-5-methylphenyl)-1H-pyrrole-3-sulfonamide